C(CC)O[Ti] (propoxy)titanium